3,5-Dimethylpyrazol CC1=NNC(=C1)C